N-tert-Butoxycarbonyl-N-[[4-(hydroxymethyl)-3-methyl-7-[4-(trifluoromethoxy)-phenyl]-benzimidazol-5-yl]methyl]-carbamic acid tert-butyl ester C(C)(C)(C)OC(N(CC1=C(C2=C(N=CN2C)C(=C1)C1=CC=C(C=C1)OC(F)(F)F)CO)C(=O)OC(C)(C)C)=O